COCCCN1C(CCC1)=O N-methoxypropyl-pyrrolidone